8-((4-(difluoromethoxy)-2-fluorophenyl)amino)-2-(2-hydroxyethoxy)-7-methyl-3,4-dihydro-2,7-naphthyridine-1,6(2H,7H)-dione FC(OC1=CC(=C(C=C1)NC=1N(C(C=C2CCN(C(C12)=O)OCCO)=O)C)F)F